7-bromo-4,6-dichloro-8-fluoroquinolin-2-yl triflate O(S(=O)(=O)C(F)(F)F)C1=NC2=C(C(=C(C=C2C(=C1)Cl)Cl)Br)F